2-(6-(Benzo[d]thiazol-5-yl)-3-methylcyclohex-3-en-1-yl)-2-oxoacetic acid S1C=NC2=C1C=CC(=C2)C2CC=C(CC2C(C(=O)O)=O)C